4'-(difluoromethyl)-3-[(1-ethyl-1H-pyrazol-4-yl)methyl]-6'-(4-fluorophenyl)-2-oxo-2H-[1,2'-bipyridine] FC(C1=CC(=NC(=C1)C1=CC=C(C=C1)F)N1C(C(=CC=C1)CC=1C=NN(C1)CC)=O)F